Bis(9,9-dimethyl-9H-fluoren-4-yl)amine CC1(C2=CC=CC=C2C=2C(=CC=CC12)NC1=CC=CC=2C(C3=CC=CC=C3C12)(C)C)C